ethyl 2-bromo-1-chloro-6-(oxetan-3-yl)-10-oxo-5,6,11,11a-tetrahydro-10H-pyrazolo[1,5-a]pyrido[2,1-c]pyrazine-9-carboxylate BrC1=NN2C(C3N(C(C2)C2COC2)C=C(C(C3)=O)C(=O)OCC)=C1Cl